CC(CC(=O)SCCOP(=O)(OCCSC(CC(C)C)=O)C(C1=CC=C2C=CC(=CC2=C1)C(=O)OC1=C(C(=C(C(=C1F)F)F)F)F)(F)F)C perfluorophenyl 7-((bis(2-((3-methylbutanoyl)thio) ethoxy)phosphoryl) difluoromethyl)-2-naphthoate